N-(1-(2-((tert-butyldimethylsilyl)oxy)ethyl)-3-(oxetan-3-yloxy)-1H-pyrazol-4-yl)formamide [Si](C)(C)(C(C)(C)C)OCCN1N=C(C(=C1)NC=O)OC1COC1